COC(=O)C1=C(C(=NN1[C@@H]1C[C@H](C1)O)CN)C methyl-3-(aminomethyl)-1-(trans-3-hydroxycyclobutyl)-1H-pyrazole-5-carboxylic acid methyl ester